1-(thiophen-2-yl)ethylamine S1C(=CC=C1)C(C)N